[Si](C1=CC=CC=C1)(C1=CC=CC=C1)(C(C)(C)C)OC[C@H]1N(CCC1)C([2H])([2H])[2H] (S)-2-(((tert-butyldiphenylsilyl)oxy)methyl)-1-(methyl-d3)pyrrolidine